C(C)(C)(C)OC(=O)N1C(=CC2=CC=CC=C12)B(O)O (1-(tert-butoxycarbonyl)-1H-indol-2-yl)boronic acid